4-Cyano-1-methylpyridin-1-ium nitrate [N+](=O)([O-])[O-].C(#N)C1=CC=[N+](C=C1)C